ClC1=C(C=C(C=C1)F)C1CCN(CC1)C(=O)C1=NNC=2CNCCC21 (4-(2-chloro-5-fluorophenyl)piperidin-1-yl)(4,5,6,7-tetrahydro-1H-pyrazolo[3,4-c]pyridin-3-yl)methanone